N-ethyl-N-(tert-butoxycarbonyl)ethylenediamine C(C)N(CCN)C(=O)OC(C)(C)C